spiro[indoline-2,3'-3H-naphtho[2,1-b][1,4]oxazine] N=1C2=C(OC3(C1)NC1=CC=CC=C1C3)C=CC3=CC=CC=C32